COC=1C=CC2=C(N=NN(C2=O)CC(=O)N[C@@H](C)C2=CC=C(C=C2)OC)C1 (S)-2-(7-methoxy-4-oxo-benzo[d][1,2,3]triazin-3(4H)-yl)-N-(1-(4-methoxyphenyl)ethyl)acetamide